N-(2-(2,6-dioxo-piperidin-3-yl)-3-oxoisoindolin-5-yl)-2-fluoro-5-methylbenzene-sulfonamide O=C1NC(CCC1N1CC2=CC=C(C=C2C1=O)NS(=O)(=O)C1=C(C=CC(=C1)C)F)=O